COCCN1C(=NC=2C1=NC(=CC2)C=2C=CN1N=C(N=CC12)NC1CCOCC1)C 5-(3-(2-methoxyethyl)-2-methyl-3H-imidazo[4,5-b]pyridin-5-yl)-N-(tetrahydro-2H-pyran-4-yl)pyrrolo[2,1-f][1,2,4]triazin-2-amine